COC=1C=C(C=C(C1)OC)\C=N\NC(=O)C1=NC(=CN=C1)C1=CC=C(C=C1)OC N'-[(E)-(3,5-dimethoxyphenyl)methylene]-6-(4-methoxyphenyl)pyrazine-2-carbohydrazide